2-(8-oxa-5-azaspiro[3.5]nonan-5-yl)-N-(2-(trifluoromethyl)benzyl)pyrido[2,3-d]pyrimidin-4-amine C1CCC12N(CCOC2)C=2N=C(C1=C(N2)N=CC=C1)NCC1=C(C=CC=C1)C(F)(F)F